2-hexyldecyl 8-(N-{7,7-difluoro-8-[(2-hexyldecyl)oxy]-8-oxooctyl}-4-(dimethylamino)butanamido)octadecenoate FC(CCCCCCN(C(CCCN(C)C)=O)C(CCCCC=CC(=O)OCC(CCCCCCCC)CCCCCC)CCCCCCCCCC)(C(=O)OCC(CCCCCCCC)CCCCCC)F